C(C1=CC=CC=C1)OC1CC2NC(C1)C2 3-(Benzyloxy)-6-azabicyclo[3.1.1]heptane